C(C)C1(NC(N(C(C1)=O)C(COC)C=1C=C(C(=O)N[C@H]2[C@@](COC3=CC=CC=C23)(C)O)C=CC1)=N)CC 3-[1-(4,4-diethyl-2-imino-6-oxo-hexahydropyrimidin-1-yl)-2-methoxy-ethyl]-N-[(3R,4R)-3-hydroxy-3-methyl-chroman-4-yl]benzamide